NC=1C=2N(C(=CN1)C(F)(F)F)C(=NC2C2=C(C=C(C=C2)NC(C(O)C2=CC(=CC(=C2)F)F)=O)F)C([2H])([2H])[2H] N-[4-[8-amino-3-(trideuteriomethyl)-5-(trifluoromethyl)imidazo[1,5-a]pyrazin-1-yl]-3-fluoro-phenyl]-2-(3,5-difluoro-phenyl)-2-hydroxy-acetamide